6-hydrazino-N-(4-(hydroxymethyl)-3-nitrobenzyl)-6-oxohexanamide N(N)C(CCCCC(=O)NCC1=CC(=C(C=C1)CO)[N+](=O)[O-])=O